C1(CC1)C1=NN(N=C1)CCNC(OC(C)(C)C)=O tert-butyl (2-(4-cyclopropyl-2H-1,2,3-triazol-2-yl)ethyl)carbamate